BrC1=NC(=CC(=C1)C(C(C)O)NCCO)Cl 1-(2-bromo-6-chloropyridin-4-yl)-1-((2-hydroxyethyl)amino)propan-2-ol